4-(4,4-Difluorocyclohex-1-en-1-yl)pyrimidin-2-amine FC1(CC=C(CC1)C1=NC(=NC=C1)N)F